C(C)(=O)OCC1=C(C(=CC(=C1)Cl)S(NC1=C(C(=C(C=C1)F)I)F)(=O)=O)Cl 2,5-dichloro-3-(N-(2,4-difluoro-3-iodophenyl)sulfamoyl)benzyl acetate